1-(4-(2-bromoethoxy)phenyl)-5-(4-bromophenyl)-1,4-pentadien-3-one BrCCOC1=CC=C(C=C1)C=CC(C=CC1=CC=C(C=C1)Br)=O